tri(n-propyl)aluminum C(CC)[Al](CCC)CCC